ClC1=CC=C(C=C1)C1=C(CCC(C1)(C)C)CN1CC2CCC(C1)N2CC=2C=C1CN(C(C1=CC2)=O)C2C(NC(CC2)=O)=O 3-(5-((3-((4'-chloro-5,5-dimethyl-3,4,5,6-tetrahydro-[1,1'-biphenyl]-2-yl)methyl)-3,8-diazabicyclo[3.2.1]octan-8-yl)methyl)-1-oxoisoindolin-2-yl)piperidine-2,6-dione